FC1=NC=CC=C1C=1C=C2C(=CNC2=CC1)C(=O)NCC1=CC=NC=C1 5-(2-Fluoropyridin-3-yl)-N-(pyridine-4-ylmethyl)-1H-indole-3-carboxamide